C1(C=CCCCCCCCO1)=O β-decenolactone